N-((2'-(2,6-difluoro-3,5-dimethoxyphenyl)-5'-methyl-3'-oxo-2',3'-dihydro-1'H-spiro[cyclopropane-1,4'-[2,7]naphthyridine]-6'-yl)methyl)acrylamide FC1=C(C(=C(C=C1OC)OC)F)N1CC2=CN=C(C(=C2C2(C1=O)CC2)C)CNC(C=C)=O